C(C)(SC(CC)CC)=O S-(pentan-3-yl) ethanethioate